N-(3,3-difluorocyclobutyl)-5-(2-((3,3-difluorocyclobutyl)amino)-7H-pyrrolo[2,3-d]pyrimidin-5-yl)pyrazolo[1,5-a]pyridine-3-carboxamide FC1(CC(C1)NC(=O)C=1C=NN2C1C=C(C=C2)C2=CNC=1N=C(N=CC12)NC1CC(C1)(F)F)F